8-bromo-N-(2,4-dimethoxybenzyl)-7-methylimidazo[1,5-a]quinoxaline-4-amine BrC1=C(C=C2N=C(C=3N(C2=C1)C=NC3)NCC3=C(C=C(C=C3)OC)OC)C